ethylene-bis(methallylbicyclo[2.2.1]hept-5-ene-2,3-dicarboximide) C(CC12C3(C(C(C=C1)C2)C(NC3=O)=O)CC(C)=C)C32C1(C(C(C=C3)C2)C(NC1=O)=O)CC(C)=C